N-(5-chloro-2-(2-methoxyethoxy)phenyl)thiazole-2-carboxamide ClC=1C=CC(=C(C1)NC(=O)C=1SC=CN1)OCCOC